nicotinic acid 2-aminoethyl ester NCCOC(C1=CN=CC=C1)=O